1-(Ethyl-d5)-1H-pyrazole-3-carboxylic acid C(C([2H])([2H])[2H])(N1N=C(C=C1)C(=O)O)([2H])[2H]